5-bromo-4-chloro-2-hydroxybenzoic acid ethyl ester C(C)OC(C1=C(C=C(C(=C1)Br)Cl)O)=O